(4R,5S)-4-hydroxy-5-((S)-5H-imidazo[5,1-a]isoindol-5-yl)azepan-1-sulfonamide O[C@@H]1CCN(CC[C@H]1[C@@H]1N2C(C3=CC=CC=C13)=CN=C2)S(=O)(=O)N